2,2,2-trifluoroacetamide tert-Butyl-(S)-2-(3,5-difluorophenyl)-4-oxopiperidine-1-carboxylate C(C)(C)(C)OC(=O)N1[C@@H](CC(CC1)=O)C1=CC(=CC(=C1)F)F.FC(C(=O)N)(F)F